cis-8-dimethylamino-3-[2-[4-(2-hydroxy-ethyl)-piperazin-1-yl]-pyrimidin-5-yl]-8-phenyl-1,3-diazaspiro[4.5]decan-2-one CN(C1(CCC2(CN(C(N2)=O)C=2C=NC(=NC2)N2CCN(CC2)CCO)CC1)C1=CC=CC=C1)C